C(C)OC1=NC=CC=C1C1=NC(=C(C=C1)N1[C@@H](CN(CC1)C(=O)C1(CCCC1)C(F)(F)F)CC)C(=O)N[C@H]1CNCC1 2'-ethoxy-5-[(2R)-2-ethyl-4-[1-(trifluoromethyl)cyclopentanecarbonyl]piperazin-1-yl]-N-[(3R)-pyrrolidin-3-yl]-[2,3'-bipyridine]-6-carboxamide